(R)-6-chloro-7-(2-(((3-chloropyridin-2-yl)oxy)methyl)pyrrolidin-1-yl)-4-oxo-1-(pyrimidin-4-yl)-1,4-dihydroquinoline-3-carboxylic acid ClC=1C=C2C(C(=CN(C2=CC1N1[C@H](CCC1)COC1=NC=CC=C1Cl)C1=NC=NC=C1)C(=O)O)=O